F[C@@H]1[C@@H]([C@@H](N(C1)C(=O)[C@@H]1OCC1)CC=1C(=C(C=CC1)C1=CC=CC=C1)F)NS(=O)(=O)CC N-[(2S,3R,4S)-4-fluoro-2-[(2-fluoro[1,1'-biphenyl]-3-yl)methyl]-1-((2R)-oxetane-2-carbonyl)pyrrolidin-3-yl]ethanesulfonamide